2-bromo-4-isobutyl-5-(trimethylgermyl)pyridine BrC1=NC=C(C(=C1)CC(C)C)[Ge](C)(C)C